NCC1(CCN(CC1)C=1N=CC(=NC1)SC=1C(=C(C(=O)NS(=O)(=O)C2CCCCC2)C=CC1)Cl)C 3-((5-(4-(Aminomethyl)-4-methylpiperidin-1-yl)pyrazin-2-yl)thio)-2-chloro-N-(cyclohexylsulfonyl)benzamide